COC1=C(C=C(C(=O)O)C=C1)S(NC1=C(C=CC(=C1)C)N1CCCCC1)(=O)=O 4-methoxy-3-(N-(5-methyl-2-(piperidin-1-yl)phenyl)sulfamoyl)benzoic acid